N-(((1R,2S,3''R,4R,5'S,6R)-3''-hydroxydispiro[bicyclo[2.2.1]heptane-2,3'-[1,2,4]trioxolane-5',1''-cyclohexan]-6-yl)methoxy)acetamide O[C@H]1C[C@@]2(CCC1)O[C@@]1(OO2)[C@H]2[C@@H](C[C@@H](C1)C2)CONC(C)=O